1-(5-bromo-1-(4-chlorophenyl)-2-methyl-1H-pyrrol-3-yl)ethan-1-one BrC1=CC(=C(N1C1=CC=C(C=C1)Cl)C)C(C)=O